bis(dimethylaminopropyl)-2-hydroxyethyl ether CN(C)CCCC(COCC(CCCN(C)C)(CCCN(C)C)O)(O)CCCN(C)C